C(CCCCCCC\C=C/CCCCCCCC)(=O)O.[Se] selenium oleic acid